C(#N)C=1C=C(C=CC1)C1=CC(=NC(=N1)NC(C)C)C=1N=NN(C1)CC1=CC=CC(=N1)N1CC(C1)C(=O)O 1-[6-({4-[6-(m-cyanophenyl)-2-(isopropylamino)-4-pyrimidinyl]-1H-1,2,3-triazol-1-yl}methyl)-2-pyridinyl]-3-azetidinecarboxylic acid